C(C=C)(=O)OCCC[Si](OCCCC)(OCCCC)OCCCC 3-acryloyloxypropyltris(butoxy)silane